tert-Butyl 4-(6-((bis(pyridin-2-ylmethyl)amino)methyl) nicotinoyl)piperazine-1-carboxylate N1=C(C=CC=C1)CN(CC1=NC=CC=C1)CC1=NC=C(C(=O)N2CCN(CC2)C(=O)OC(C)(C)C)C=C1